C(C)(=O)O[C@H]1C[C@H](N(C1)C(=O)OC(C)(C)C)C(=O)OC 1-tert-butyl 2-methyl (2S,4S)-4-acetoxypyrrolidine-1,2-dicarboxylate